BrC1=CC=C(C=C1)C1=CC2=C(N=C/3N(C2=O)CCC\C3=C/C3=CC(=C(C(=C3)OC)OC)OC)O1 (E)-2-(4-bromophenyl)-9-(3,4,5-trimethoxybenzylidene)-6,7,8,9-tetrahydro-4H-furo[2,3-d]pyrido[1,2-a]pyrimidin-4-one